BrC1=C(C=O)C=C(C=C1)OCCCC 2-bromo-5-(butoxy)benzaldehyde